(S)-1-(2,5-dichloro-phenyl)propane-1,3-diol ClC1=C(C=C(C=C1)Cl)[C@H](CCO)O